carbamoyl-acetone C(N)(=O)CC(C)=O